acetyloxypentadecyldifluoromethylsilane C(C)(=O)OCCCCCCCCCCCCCCC[SiH2]C(F)F